potassium tetracyano-nickel hydrate O.C(#N)[Ni](C#N)(C#N)C#N.[K]